CC(=CC(=O)N)C.C(CCCC(=O)O)(=O)O glutaric acid dimethylacrylamide